(2-methyl-4-(methylthio)phenyl)methanol CC1=C(C=CC(=C1)SC)CO